2-(1-oxo-3,4,6,7,8,9-hexahydropyrazino[1,2-a]indol-2(1H)-yl)pyridin-4-ylboronic acid O=C1N(CCN2C1=CC=1CCCCC21)C2=NC=CC(=C2)B(O)O